CC=1C=C(CC[N+]#[C-])C=CC1 3-METHYLPHENETHYLISOCYANIDE